CC=1C(=NC=C(N1)NC1=CC=CC=C1)NC(C)CC(C)C 3-methyl-N2-(4-methylpentan-2-yl)-N5-phenylpyrazine-2,5-diamine